7-(5-(8-cyano-6-fluoro-4-hydroxy-4-methyl-spiro[chromane-2,1'-cyclopropan]-7-yl)-1-methyl-1H-pyrazol-4-yl)-4-oxopyrido[3,4-d]pyridazine-3(4H)-carboxylic acid tert-butyl ester C(C)(C)(C)OC(=O)N1N=CC2=C(C1=O)C=NC(=C2)C=2C=NN(C2C2=C(C=C1C(CC3(CC3)OC1=C2C#N)(C)O)F)C